(S)-2-(4-cyanopyridin-2-yl)isothiazolidine-3-carboxylic acid 1,1-dioxide C(#N)C1=CC(=NC=C1)N1S(CC[C@H]1C(=O)O)(=O)=O